C1(CC1)C=1C(=C2C=NNC2=CC1)CNC(C1=CC(=C(C=C1)F)C)=O N-((5-cyclopropyl-1H-indazol-4-yl)methyl)-4-fluoro-3-methylbenzamide